5-[2-(2-bromophenylamino)-1-hydroxyethyl]-1,3-oxazole-2(3H)-thione BrC1=C(C=CC=C1)NCC(O)C1=CNC(O1)=S